(1R,3aR,6aS)-N-((R)-4-hydroxy-3-oxo-1-((S)-2-oxopyrrolidin-3-yl)butan-2-yl)-2-(1H-indole-2-carbonyl)octahydrocyclopenta[c]pyrrole-1-carboxamide OCC([C@@H](C[C@H]1C(NCC1)=O)NC(=O)[C@@H]1N(C[C@H]2[C@@H]1CCC2)C(=O)C=2NC1=CC=CC=C1C2)=O